6-Chloro-7-[(2R)-2-{[(3-methylpyridin-2-yl)oxy]methyl}pyrrolidin-1-yl]-4-oxo-1-(pyrazin-2-yl)quinoline-3-carboxylic acid ClC=1C=C2C(C(=CN(C2=CC1N1[C@H](CCC1)COC1=NC=CC=C1C)C1=NC=CN=C1)C(=O)O)=O